C1(CCCCC1)C1(N(CCCC1)C1CCCCC1)N1CCCC1 cyclohexyl-pyrrolidinyl-cyclohexyl-piperidine